FC=1C(=C(C(=NC1)C(C)C)NC(=O)N=S(=O)(N)C=1SC=C(N1)C(C)(C)O)C(C)C N'-((5-fluoro-2,4-diisopropylpyridin-3-yl)carbamoyl)-4-(2-hydroxypropan-2-yl)thiazole-2-sulfonimidamide